trans-2-(4-pyridyl)-4-vinyl-benzoic acid N1=CC=C(C=C1)C1=C(C(=O)O)C=CC(=C1)C=C